(S)-N-(2,4-dichlorobenzyl)-3-fluoro-N-(1-(pyridin-3-yl)ethyl)benzamide ClC1=C(CN(C(C2=CC(=CC=C2)F)=O)[C@@H](C)C=2C=NC=CC2)C=CC(=C1)Cl